CC(CC(C)(C)C)(C)N 1,1,3,3-tetramethyl-butylamine